1-amino-N-(6-(trifluoromethoxy)benzo[d]thiazol-2-yl)cyclobutanecarboxamide hydrochloride Cl.NC1(CCC1)C(=O)NC=1SC2=C(N1)C=CC(=C2)OC(F)(F)F